(S)-3-(1-hydroxy-propan-2-yl)-8-(isothiazol-4-yl)-6-(5-(trifluoromethyl)pyridin-2-yl)pyrido[3,4-d]pyrimidin-4(3H)-one OC[C@H](C)N1C=NC2=C(C1=O)C=C(N=C2C=2C=NSC2)C2=NC=C(C=C2)C(F)(F)F